(1-(3-bromo-5-fluorophenyl)ethyl)-4-(3-((1r,4r)-4-hydroxycyclohexyl)-1-(tetrahydro-2H-pyran-2-yl)-1H-indazol-5-yl)pyridin-2(1H)-one BrC=1C=C(C=C(C1)F)C(C)N1C(C=C(C=C1)C=1C=C2C(=NN(C2=CC1)C1OCCCC1)C1CCC(CC1)O)=O